ClC=1C=C(C=C2C(=C(C=NC12)C#N)N[C@H](CCO)C1=CC=CC=C1)N[C@@H](C=1C=NC=CC1)C=1N=NN(C1)C(C)C 8-chloro-4-(((R)-3-hydroxy-1-phenylpropyl)amino)-6-(((S)-(1-isopropyl-1H-1,2,3-triazol-4-yl)(pyridin-3-yl)methyl)amino)quinoline-3-carbonitrile